FC(C1CC(C1)(O)C=1C=C2C=CC(=NC2=CC1)C1=CC=2C(N=C1)=NN(C2)C)F cis-3-(difluoromethyl)-1-(2-(2-methyl-2H-pyrazolo[3,4-b]pyridin-5-yl)-6-quinolinyl)cyclobutanol